6-chloro-N-{1-[2-(3-methyloxetan-3-yl)-2-azaspiro[3.3]heptan-6-yl]-1H-pyrazol-4-yl}-7-(spiro[2.2]pentan-1-yl)quinazolin-2-amine ClC=1C=C2C=NC(=NC2=CC1C1CC12CC2)NC=2C=NN(C2)C2CC1(CN(C1)C1(COC1)C)C2